3-(3,5-difluoro-4-(4-(hydroxymethyl)piperidin-1-yl)phenyl)piperidine-2,6-dione FC=1C=C(C=C(C1N1CCC(CC1)CO)F)C1C(NC(CC1)=O)=O